(1-(2-(2,6-dioxopiperidin-3-yl)-1-oxoisoindolin-4-yl)azetidin-3-yl)methyl methanesulfonate CS(=O)(=O)OCC1CN(C1)C1=C2CN(C(C2=CC=C1)=O)C1C(NC(CC1)=O)=O